1-[(2S)-4-(5-chloro-3-methylpyridin-2-yl)-2-methylpiperazin-1-yl]-3-{imidazo[1,2-a]pyridine-5-sulfonyl}propan-1-one ClC=1C=C(C(=NC1)N1C[C@@H](N(CC1)C(CCS(=O)(=O)C1=CC=CC=2N1C=CN2)=O)C)C